(S)-1-([2,4'-bipyridine]-3-carbonyl)-4-(1-(2,6-difluorophenyl)ethyl)piperidine-4-carbonitrile N1=C(C(=CC=C1)C(=O)N1CCC(CC1)(C#N)[C@H](C)C1=C(C=CC=C1F)F)C1=CC=NC=C1